3-fluoro-N-(2-((6-methoxy-5-((1R,3R)-3-methyl-2-(2,2,2-trifluoroethyl)-2,3,4,9-tetrahydro-1H-pyrido[3,4-b]indol-1-yl)pyridin-3-yl)oxy)ethyl)propan-1-amine FCCCNCCOC=1C=NC(=C(C1)[C@H]1N([C@@H](CC2=C1NC1=CC=CC=C21)C)CC(F)(F)F)OC